ClC=1C2=C(N=CN1)NC=C2C#N 4-chloro-7H-pyrrolo[2,3-d]pyrimidine-5-carbonitrile